4-(4-(6-isopropyl-5-(8-methoxy-[1,2,4]triazolo[1,5-a]pyridin-6-yl)-4H-pyrrolo[3,2-d]thiazol-2-yl)cyclohexyl)piperazin-2-one C(C)(C)C1=C(NC2=C1N=C(S2)C2CCC(CC2)N2CC(NCC2)=O)C=2C=C(C=1N(C2)N=CN1)OC